CN1CCCCC1CCN2C3=CC=CC=C3SC4=C2C=C(C=C4)S(=O)C The molecule is a phenothiazine substituted at position 2 (para to the S atom) by a methylsulfinyl group, and on the nitrogen by a 2-(1-methylpiperidin-2-yl)ethyl group. It has a role as a dopaminergic antagonist and a first generation antipsychotic. It is a member of phenothiazines, a sulfoxide and a tertiary amino compound.